1-(2-((1R,3S,5R)-3-((2'-chloro-2-fluoro-[1,1'-biphenyl]-3-yl)carbamoyl)-azabicyclo[3.1.0]hex-2-yl)-2-oxoethyl)-5-(pyrimidin-5-yl)-1H-indazole-3-carboxamide ClC1=C(C=CC=C1)C1=C(C(=CC=C1)NC(=O)[C@@H]1C([N@@]2C[C@H]2C1)C(CN1N=C(C2=CC(=CC=C12)C=1C=NC=NC1)C(=O)N)=O)F